FC=1C=C2C=NN(C2=CC1C=1C=2C(=NN(C2C=CC1)CC(=O)NCC(=O)NCC(=O)OC)C1CCNCC1)C methyl (2-(5'-fluoro-1'-methyl-3-(piperidin-4-yl)-1H,1'H-[4,6'-biindazol]-1-yl)acetyl)glycylglycinate